3-(3-chloro-5-(oxetan-3-yl)-5H-pyrrolo[3,2-c]pyridazin-6-yl)azetidine-1-carboxylic acid tert-butyl ester C(C)(C)(C)OC(=O)N1CC(C1)C1=CC=2N=NC(=CC2N1C1COC1)Cl